4-Amino-N-[1-(difluoromethyl)cyclopropyl]pyridine-2-carboxamide NC1=CC(=NC=C1)C(=O)NC1(CC1)C(F)F